CC(C(CC)=O)=O 2,3-Pentanedione